(3R)-3-hydroxybutyl dibenzyl phosphate P(=O)(OCC[C@@H](C)O)(OCC1=CC=CC=C1)OCC1=CC=CC=C1